[2-chloro-4-[3-[[(1R)-1-[2-(4,4-dimethyl-1-piperidyl)-3,6-dimethyl-4-oxo-chromen-8-yl]ethyl]amino]-2-pyridyl]-6-formyl-phenyl] trifluoromethanesulfonate FC(S(=O)(=O)OC1=C(C=C(C=C1C=O)C1=NC=CC=C1N[C@H](C)C=1C=C(C=C2C(C(=C(OC12)N1CCC(CC1)(C)C)C)=O)C)Cl)(F)F